1-methyl-N-(6-(pyridin-4-yl)pyrrolo[1,2-c]pyrimidin-3-yl)piperidine-4-carboxamide CN1CCC(CC1)C(=O)NC1=CC=2N(C=N1)C=C(C2)C2=CC=NC=C2